3-[(5,6-dimethyl-1,3-benzothiazol-2-yl)carbamoyl]bicyclo[2.2.1]hept-5-ene CC=1C(=CC2=C(N=C(S2)NC(=O)C2CC3C=CC2C3)C1)C